N-(6-METHOXY-1-METHYLINDAZOL-7-YL)-6-[5-(TRIFLUOROMETHYL)-2H-PYRAZOL-3-YL]PYRIDINE-3-SULFONAMIDE COC1=CC=C2C=NN(C2=C1NS(=O)(=O)C=1C=NC(=CC1)C=1NN=C(C1)C(F)(F)F)C